FC(C1=CN=C2N1C=C(C=N2)C=2C(=CN1N=C(N=C(C12)OC)NC1CCC(CC1)(O)C)F)F (1s,4s)-4-((5-(3-(difluoromethyl)imidazo[1,2-a]pyrimidin-6-yl)-6-fluoro-4-methoxypyrrolo[2,1-f][1,2,4]triazin-2-yl)amino)-1-methylcyclohexan-1-ol